Cis-(1S,2S)-1-(2-chlorophenyl)-N2-(3,4-dichlorobenzyl)-N1-methylcyclohexane-1,2-diamine dihydrochloride Cl.Cl.ClC1=C(C=CC=C1)[C@@]1([C@H](CCCC1)NCC1=CC(=C(C=C1)Cl)Cl)NC